BrC=1C2=CC(C=C2C(=C2C1N=NS2)OC)(C)C 4-bromo-8-methoxy-6,6-dimethyl-6H-indeno[5,6]thiadiazole